4-((1H-imidazol-2-yl)methyl)piperidine hydrochloride Cl.N1C(=NC=C1)CC1CCNCC1